C(#N)C1=CC(=C(COC2=CC=CC(=N2)OC2CCN(CC2)CC2=NC3=C(N2C[C@H]2OCC2)C=C(C=C3)C(=O)OC)C=C1)F methyl (S)-2-((4-((6-((4-cyano-2-fluorobenzyl)oxy)pyridine-2-yl)oxy)piperidin-1-yl)methyl)-1-(oxetan-2-ylmethyl)-1H-benzo[d]imidazole-6-carboxylate